CN(C)CC1=CC=C(C=C1)S(=O)(=O)NC(CC1=C(C=C(C=C1C(C)C)C1=NC=CC2=CC=CC=C12)C(C)C)=O N-{4-[(dimethylamino)methyl]benzene-sulfonyl}-2-[4-(isoquinolin-1-yl)-2,6-bis(propan-2-yl)phenyl]acetamide